O1C(COCC1)COC=1C=NC=CC1C#N 3-[(1,4-Dioxacyclohexan-2-yl)methoxy]pyridine-4-carbonitrile